NC1=CC=C(C=C1)C(C(=O)NC(C)(C)C)N(C(C#C)=O)C1=CC=C(C=C1)S(N)(=O)=O N-(1-(4-Aminophenyl)-2-(tert-butylamino)-2-oxoethyl)-N-(4-sulfamoylphenyl)-propiolamide